6-bromo-5-methoxypyrazine-2-carbaldehyde BrC1=C(N=CC(=N1)C=O)OC